COCOC=1C(=NC=C(C1)N1N=NC=C1)C1=CC2=C(N=N1)N(C=C2)[C@@H]2CCN(C1(CC1)C2)C(=O)[O-] (R)-7-(3-(3-(methoxymethoxy)-5-(1H-1,2,3-triazol-1-yl) pyridin-2-yl)-7H-pyrrolo[2,3-c]pyridazin-7-yl)-4-azaspiro[2.5]octane-4-carboxylate